(S)-8-((tert-butyldimethylsilyl)oxy)-7-methoxy-1,2,3,10,11,11a-hexahydro-5H-benzo[e]pyrrolo[1,2-a][1,4]diazepin-5-one [Si](C)(C)(C(C)(C)C)OC=1C(=CC2=C(NC[C@H]3N(C2=O)CCC3)C1)OC